N-(3,3-diphenylpropyl-carbamylmethyl)glycine C1(=CC=CC=C1)C(CCC(NCC(=O)O)C(N)=O)C1=CC=CC=C1